3-bromo-7-(tert-butyl)pyrene BrC=1C=CC2=CC=C3C=C(C=C4C=CC1C2=C43)C(C)(C)C